C(C)(C)(C)OC(=O)N[C@H]1C2(CN3N=C(C(=C31)Cl)C)CCN(CC2)C(=O)OC(C)(C)C tert-butyl (S)-4'-((tert-butoxycarbonyl)amino)-3'-chloro-2'-methyl-4'H,6'H-spiro[piperidine-4,5'-pyrrolo[1,2-b]pyrazole]-1-carboxylate